(R)-1-(4,6-bis((3-(trifluoromethyl)phenyl)amino)-1,3,5-triazin-2-yl)piperidin-3-ol FC(C=1C=C(C=CC1)NC1=NC(=NC(=N1)NC1=CC(=CC=C1)C(F)(F)F)N1C[C@@H](CCC1)O)(F)F